(S)-2-(3-(3,3-difluoro-1-((4-methyl-4H-1,2,4-triazol-3-yl)methyl)cyclobutyl)phenyl)-6-((3-isopropyl-4-methylpiperazin-1-yl)methyl)-4-(trifluoromethyl)isoindolin-1-one FC1(CC(C1)(CC1=NN=CN1C)C=1C=C(C=CC1)N1C(C2=CC(=CC(=C2C1)C(F)(F)F)CN1C[C@@H](N(CC1)C)C(C)C)=O)F